(1R,2S)-3-((2-(4-(4-Aminobutyl)phenoxy)ethyl)(hexyl)amino)-1-((4R,5R)-5-hydroxy-2-methyl-1,3-dioxan-4-yl)propane-1,2-diol Acetic Acid Salt C(C)(=O)O.NCCCCC1=CC=C(OCCN(C[C@@H]([C@@H](O)[C@@H]2OC(OC[C@H]2O)C)O)CCCCCC)C=C1